N-[5-[[2-(7-azabicyclo[2.2.1]heptan-7-yl)acetyl]amino]-2-methyl-3-pyridyl]-6-(1-methylpyrazol-4-yl)triazolo[1,5-a]pyridine-3-carboxamide C12CCC(CC1)N2CC(=O)NC=2C=C(C(=NC2)C)NC(=O)C=2N=NN1C2C=CC(=C1)C=1C=NN(C1)C